BrCC(CCCCCCC)Br 1,2-dibromononane